C(C)(C)(C)C=1C(=NC=CC1)C(=O)N(C)OC (tert-butyl)-N-methoxy-N-methylpyridineamide